6-fluorochroman-4-yl-ethylamine FC=1C=C2C(CCOC2=CC1)NCC